(R)-2-((2,2-dimethyl-1,3-dioxolan-4-yl)methoxy)isoindoline-1,3-dione CC1(OC[C@@H](O1)CON1C(C2=CC=CC=C2C1=O)=O)C